C1(=CC=CC=C1)S(=O)(=O)N1C=C(C2=CC=C(C(=C12)Cl)Cl)Br 1-(benzenesulfonyl)-3-bromo-6,7-dichloro-indole